Tetraoctyl-thiuram disulfide C(CCCCCCC)N(C(SSC(N(CCCCCCCC)CCCCCCCC)=S)=S)CCCCCCCC